3-[9-(4,6-diphenyl-[1,3,5]triazin-2-yl)dibenzofuran-2-yl]-9-phenyl-9H-carbazole C1(=CC=CC=C1)C1=NC(=NC(=N1)C1=CC=CC=C1)C1=CC=CC2=C1C1=C(O2)C=CC(=C1)C=1C=CC=2N(C3=CC=CC=C3C2C1)C1=CC=CC=C1